CC=1C=C(C=CC1)OC(=O)C1=C(N=NS1)CC1=CC=CC=C1 4-benzyl-1,2,3-thiadiazole-5-carboxylic acid-3-methylphenyl ester